N,N-diethyl-2-methylquinolin-8-amine C(C)N(C=1C=CC=C2C=CC(=NC12)C)CC